methyl 6-(4-(4-(pyridin-3-yl)benzyl)-4H-thieno[3,2-b]pyrrole-3-carboxamido)spiro[3.3]heptane-2-carboxylate N1=CC(=CC=C1)C1=CC=C(CN2C3=C(C=C2)SC=C3C(=O)NC3CC2(CC(C2)C(=O)OC)C3)C=C1